C1(=CC=CC=C1)N1N=C(C=C1C1=CC=CC=C1)C(=O)N1CCN(CC1)C1=NC2=CC=CC=C2C(N1)=O 2-[4-(1,5-Diphenylpyrazole-3-carbonyl)piperazin-1-yl]-3H-quinazolin-4-one